1-[4-(5-chloro-2-methyl-phenyl)piperazin-1-yl]-5-(dimethylamino)pentane-1,4-dione ClC=1C=CC(=C(C1)N1CCN(CC1)C(CCC(CN(C)C)=O)=O)C